13-Methylhentriacontane CC(CCCCCCCCCCCC)CCCCCCCCCCCCCCCCCC